N-(2-fluoro-5-(2-(2-hydroxyethoxy)-6-morpholinopyridin-4-yl)-4-methylphenyl)-3-(trifluoromethyl)piperidine-1-carboxamide FC1=C(C=C(C(=C1)C)C1=CC(=NC(=C1)N1CCOCC1)OCCO)NC(=O)N1CC(CCC1)C(F)(F)F